O[C@@H](C)C1CCC(CC1)N1N=CC=2C1=C(N=C(C2)N2C=NC=C2)C(=O)N ((1S,4R)-4-((S)-1-hydroxyethyl)cyclohexyl)-5-(1H-imidazol-1-yl)-1H-pyrazolo[3,4-c]pyridine-7-carboxamide